N1CCC2(CC1)CCC=1C2=NC=2N(C1NCC=1C=C(C(=O)OC)C=CC1)N=CC2 Methyl 3-(((6,7-dihydrospiro[cyclopenta[d]pyrazolo[1,5-a]pyrimidine-5,4'-piperidin]-8-yl)amino)methyl)benzoate